[4-(6-Aminopyridazin-3-yl)-piperidin-1-yl]-{4-methoxy-5-[4-(2,2,2-trifluoro-ethoxy)-phenyl]-pyridin-2-yl}-methanon NC1=CC=C(N=N1)C1CCN(CC1)C(=O)C1=NC=C(C(=C1)OC)C1=CC=C(C=C1)OCC(F)(F)F